COC(C(CN1C(C=CC2=C1N=C(N=C2)N[C@@H](C)C2=CC1=CC=CC=C1C=C2)=O)(C)C)=O Methyl-2,2-dimethyl-3-[2-{[(1S)-1-(naphthalin-2-yl)ethyl]amino}-7-oxopyrido[2,3-d]pyrimidin-8(7H)-yl]propanoat